C(CCC)NC[SiH3] (Butylamino)methylsilane